[Fe+3].[Li+] Lithium iron(III)